C(C1=CC=CC=C1)OC1=C(C=C(C(=C1)Br)Cl)[N+](=O)[O-] 1-(benzyloxy)-5-bromo-4-chloro-2-nitrobenzene